Ethyl-(R)-7-(7-chloro-10-(3-(4-chloro-3,5-dimethylphenoxy)propyl)-4-methyl-1-oxo-6-(1,3,5-trimethyl-1H-pyrazol-4-yl)-3,4-dihydropyrazino[1,2-a]indol-2(1H)-yl)-6-methyl-1H-indole C(C)N1C=CC2=CC=C(C(=C12)N1C(C=2N(C=3C(=C(C=CC3C2CCCOC2=CC(=C(C(=C2)C)Cl)C)Cl)C=2C(=NN(C2C)C)C)[C@@H](C1)C)=O)C